NC1(CC(C1)C(=O)OC(C)(C)C)CO tert-butyl (1r,3r)-3-amino-3-(hydroxymethyl)cyclobutane-1-carboxylate